C(#N)C1C(CCC1)NC1=NC(=NC=C1C)NC=1C=C(C(=C(C(=O)OC)C1)B1OC(CO1)(C)C)C methyl 5-[[4-[(2-cyanocyclopentyl) amino]-5-methyl-pyrimidin-2-yl] amino]-2-(5,5-dimethyl-1,3,2-dioxaborolan-2-yl)-3-methyl-benzoate